FC=1C=CC2=C(CCO2)C1CNC1=NC=C(C=2N1C=C(N2)C(=O)OCC)N2C=NC(=C2)C ethyl 5-(((5-fluoro-2,3-dihydrobenzofuran-4-yl)methyl)amino)-8-(4-methyl-1H-imidazol-1-yl)imidazo[1,2-c]pyrimidine-2-carboxylate